Tert-butyl-(5-(6-(6-(2-(ethyl (isopropyl) carbamoyl)-4-fluorophenoxy)-1,2,4-triazin-5-yl)-2,6-diazaspiro[3.4]oct-2-yl)-2,6-dimethylhept-2-yl) carbamate C(N)(OC(CC(C)(C)C)(CCC(C(C)C)N1CC2(C1)CN(CC2)C=2N=CN=NC2OC2=C(C=C(C=C2)F)C(N(C(C)C)CC)=O)C)=O